5-((2-amino-3-fluoropyridin-4-yl)methyl)-3,4-difluoro-2-((2-fluoro-4-methoxyphenyl)amino)benzoic acid hydrochloride Cl.NC1=NC=CC(=C1F)CC=1C(=C(C(=C(C(=O)O)C1)NC1=C(C=C(C=C1)OC)F)F)F